FC1=C(C=CC=C1C(=O)C=1C=C2N=CC=NC2=CC1)NC(=O)NC1=CC(=CC=C1)F 1-(2-fluoro-3-(quinoxaline-6-carbonyl)phenyl)-3-(3-fluorophenyl)urea